5-amino-7-(cyclohexylamino)-1-ethyl-6-fluoro-1,4-dihydro-4-oxo-3-quinolinecarboxylic acid NC1=C2C(C(=CN(C2=CC(=C1F)NC1CCCCC1)CC)C(=O)O)=O